C1(CCC1)C1=CC=C(C=C1)C1(CC1)C#N 1-(4-cyclobutylphenyl)cyclopropane-1-carbonitrile